NC1=C(C=CC2=CC=CC=C12)N=NC=1C=NC(=CC1)C=1C=C(C=CC1)C1=CC=CC=C1 4-amino-3-(6-biphenyl-3-ylpyridine-3-ylazo)naphthalene